7-fluoro-2-[(4R)-5-methoxy-4-[[6-oxo-5-(trifluoromethyl)-1H-pyridazin-4-yl]amino]pentyl]-6-[5-(trifluoromethyl)pyrimidin-2-yl]isoquinolin-1-one FC1=C(C=C2C=CN(C(C2=C1)=O)CCC[C@H](COC)NC=1C=NNC(C1C(F)(F)F)=O)C1=NC=C(C=N1)C(F)(F)F